cis-N1-(5-(1-(2,2-difluoroethyl)-2-methyl-1H-imidazo[4,5-b]pyridin-6-yl)pyrrolo[2,1-f][1,2,4]triazin-2-yl)-N3-methylcyclobutane-1,3-diamine FC(CN1C(=NC2=NC=C(C=C21)C=2C=CN1N=C(N=CC12)N[C@@H]1C[C@@H](C1)NC)C)F